CC=1N=C2N(C3=CC=CC=C3C=C2C(=O)N)C1 2-methylimidazo[1,2-a]quinoline-4-carboxamide